Bis(2,6-dichlorobenzoyl)phenylphosphin oxid ClC1=C(C(=O)P(C2=CC=CC=C2)(C(C2=C(C=CC=C2Cl)Cl)=O)=O)C(=CC=C1)Cl